C(C)CC(CC(=O)[O-])=O.CC([O-])C.CC([O-])C.[Al+3] aluminum diisopropoxide (ethylacetoacetate)